C(C1=C(C(=CC(=C1Cl)Cl)Cl)O)C1=C(C(=CC(=C1Cl)Cl)Cl)O 2,2'-Methylenebis(3,4,6-trichlorophenol)